5-chloro-2-(2H-tetrazol-2-yl)benzonitrile ClC=1C=CC(=C(C#N)C1)N1N=CN=N1